FC=1C(=NC(=NC1C=1SC=CC1)C1=CNC2=NC=C(N=C21)C)N[C@@H]2[C@H](C1CCC2CC1)C(=O)O (2S,3S)-3-((5-fluoro-2-(2-methyl-5H-pyrrolo[2,3-b]pyrazin-7-yl)-6-(thiophen-2-yl)pyrimidin-4-yl)amino)bicyclo[2.2.2]octane-2-carboxylic acid